(S)-N-(4-(benzylthio)phenyl)-2-(4-fluorobenzyloxy)-3-phenylpropanamide C(C1=CC=CC=C1)SC1=CC=C(C=C1)NC([C@H](CC1=CC=CC=C1)OCC1=CC=C(C=C1)F)=O